2-(1-methylethoxy)-1,2-diphenyl-ethanone CC(C)OC(C(=O)C1=CC=CC=C1)C1=CC=CC=C1